BrC=1C=C2C(=NC1)C=CN(C2=O)C2CSC2 3-Bromo-6-(thietan-3-yl)-5,6-dihydropyrido[4,3-b]pyridin-5-one